(S)-2-{9-[(2R,4S,5R)-4-Hydroxy-5-(hydroxymethyl)tetrahydrofur-2-yl]-N-adenineyl}succinic acid O[C@H]1C[C@@H](O[C@@H]1CO)N1C2=NC=NC(=C2N=C1)N[C@H](C(=O)O)CC(=O)O